6-fluoro-4-oxo-1,4-dihydroquinoline-3-carboxylic acid FC=1C=C2C(C(=CNC2=CC1)C(=O)O)=O